alpha-D-xylopyranosyl-(1→3) beta-D-glucopyranoside O([C@H]1[C@H](O)[C@@H](O)[C@H](O)[C@H](O1)CO)[C@@H]1[C@H](O)[C@@H](O)[C@H](O)CO1